1-Bromo-4-phenyl-Naphtho[1,2,3,4-def]carbazol BrC1=CC=C2N(C=3C=CC=C4C3C2=C1C1=CC=CC=C14)C1=CC=CC=C1